COC=1C=CC(=NC1)C(=O)NCC(=O)O (5-Methoxypicolinoyl)-glycine